1,2,3-triazolo[5,1-c]-1,2,4-triazine N1=NC=C2N=NC=CN21